7-Methyl-4-(3-(pyrimidin-2-ylthio)phenyl)-8-(trifluoromethyl)-4,5-dihydro-1H-benzo[b][1,4]diazepin-2(3H)-one CC1=CC2=C(NC(CC(N2)C2=CC(=CC=C2)SC2=NC=CC=N2)=O)C=C1C(F)(F)F